OC1=NC=2CN(CCC2C=C1I)C(=O)OC(C)(C)C tert-butyl 2-hydroxy-3-iodo-6,8-dihydro-5H-1,7-naphthyridine-7-carboxylate